5-(4-fluorophenyl)-4-hydroxy-2-oxo-2,5-dihydro-1H-pyrrole-3-carboxylic acid methyl ester COC(=O)C=1C(NC(C1O)C1=CC=C(C=C1)F)=O